chloro-3-((trimethylsilyl)ethynyl)pyridinecarboxaldehyde ClC1=C(C(=NC=C1)C=O)C#C[Si](C)(C)C